6-amino-2-(3,5-dichloro-4-((2'-oxospiro[cyclobutane-1,3'-indolin]-5'-yl)oxy)phenyl)-1,2,4-triazine-3,5(2H,4H)-dione NC=1C(NC(N(N1)C1=CC(=C(C(=C1)Cl)OC=1C=C2C3(C(NC2=CC1)=O)CCC3)Cl)=O)=O